FC1(C(CN(CC1)C(=O)OC(C)(C)C)C1=CC(=NC=C1)CO)F tert-butyl 4,4-difluoro-3-[2-(hydroxymethyl) pyridin-4-yl]piperidine-1-carboxylate